5-bromo-N-(1-(4-bromophenyl)cyclopropyl)pentanamide BrCCCCC(=O)NC1(CC1)C1=CC=C(C=C1)Br